3-(4-tert-butyl-1-pyrazinyl)-1-propanesulfonate C(C)(C)(C)N1C=CN(C=C1)CCCS(=O)(=O)[O-]